CS(=O)(=O)N1C[C@@H](CCC1)N1N=C(C=2C1=NC=NC2)C2=CC=C(C=C2)OC2=CC=CC=C2 (R)-1-(1-(methylsulfonyl)piperidin-3-yl)-3-(4-phenoxyphenyl)-1H-pyrazolo[3,4-d]pyrimidine